5-[3-[[6-(2-aminoethoxy)-4-chloro-2,3-dihydro-1H-inden-2-yl]amino]propyl]-2-oxo-1,3-oxazolidin NCCOC1=CC(=C2CC(CC2=C1)NCCCC1CNC(O1)=O)Cl